tert-Butyl 4-[(2-{2-[2-(3-methoxy-3-oxopropoxy)ethoxy]ethoxy}ethyl) carbamoyl]-2-[4,7,10-tris({[1-(benzyloxy)-6-oxopyridin-2-yl]methyl})-1,4,7,10-tetraazacyclododecan-1-yl]butanoate COC(CCOCCOCCOCCNC(=O)CCC(C(=O)OC(C)(C)C)N1CCN(CCN(CCN(CC1)CC=1N(C(C=CC1)=O)OCC1=CC=CC=C1)CC=1N(C(C=CC1)=O)OCC1=CC=CC=C1)CC=1N(C(C=CC1)=O)OCC1=CC=CC=C1)=O